(S)-4-((2-hydroxy-1-phenylethyl)amino)-2-((1-hydroxy-3,3-dimethyl-1,3-dihydro-[1,2]oxaborolo[4,3-b]pyridin-5-yl)amino)pyrimidine-5-carboxylic acid OC[C@H](C1=CC=CC=C1)NC1=NC(=NC=C1C(=O)O)NC1=CC=C2C(=N1)C(OB2O)(C)C